C(CCCCCCCCCCCCCCC)N1C(=C(C(C2=CC=CC=C12)=O)OC)C1=CC=CC=C1 N-hexadecyl-2-phenyl-3-methoxyquinolin-4-one